(E)-3-(2-(1,3-dioxan-2-yl)-4-methoxyphenyl)acrylic acid ethyl ester C(C)OC(\C=C\C1=C(C=C(C=C1)OC)C1OCCCO1)=O